(E)-3-(4-bromophenyl)-1-(4-methoxy-2-(3,4,5-trimethoxyphenoxy)phenyl)prop-2-en-1-one BrC1=CC=C(C=C1)/C=C/C(=O)C1=C(C=C(C=C1)OC)OC1=CC(=C(C(=C1)OC)OC)OC